P(=O)([O-])([O-])[O-].[Ca+2].[Ca+2].P(=O)(O)(O)[O-].[Ca+2] Calcium dihydrogen phosphate Dicalcium phosphate